2-(QUINOLIN-3-YL)ACETALDEHYDE N1=CC(=CC2=CC=CC=C12)CC=O